1-[3-[2-[2-(3-Cyanophenyl)ethyl]-4-hydroxy-5-methyl-pyrazol-3-yl]-1H-1,2,4-triazol-5-yl]-5-methyl-pyrazolo[3,4-c]pyridine-3-carboxamide C(#N)C=1C=C(C=CC1)CCN1N=C(C(=C1C1=NNC(=N1)N1N=C(C=2C1=CN=C(C2)C)C(=O)N)O)C